1-(4-(sec-butoxy)phenyl)ethan-1-ol C(C)(CC)OC1=CC=C(C=C1)C(C)O